ortho-nitro-p-tert-butylphenol [N+](=O)([O-])C1=C(C=CC(=C1)C(C)(C)C)O